ClC1=NN2C(N=CC3=C2C(CCN3)(C)C)=C1 2-chloro-9,9-dimethyl-6,7,8,9-tetrahydropyrazolo[1,5-a]pyrido[2,3-e]pyrimidine